N(=C=O)C=1C=2CCCC2C=C2CCC(C12)=O 8-Isocyanato-2,3,6,7-tetrahydros-indacen-1(5H)-one